[Br].[Cd].N[C@]1(CC[C@H](OC1)C(=O)N1[C@H](C2=CC=CC=C2CC1)C1=CC=C(C=C1)F)CO ((2S,5r)-5-amino-5-(hydroxymethyl)tetrahydro-2H-pyran-2-yl)((S)-1-(4-fluorophenyl)-3,4-dihydroisoquinolin-2(1H)-yl)methanone cadmium bromine